(R)-(3-(5-cyclopropyl-1,2,4-oxadiazol-3-yl)-8-methyl-5,6-dihydro-[1,2,4]triazolo[4,3-a]pyrazin-7(8H)-yl)(4-fluorophenyl)methanone C1(CC1)C1=NC(=NO1)C1=NN=C2N1CCN([C@@H]2C)C(=O)C2=CC=C(C=C2)F